3-iodo-1-((2-(trimethylsilyl)ethoxy)methyl)-1H-pyrazole-4-carboxylic acid ethyl ester C(C)OC(=O)C=1C(=NN(C1)COCC[Si](C)(C)C)I